N[C@H]1[C@@H]2N(C[C@H]1CC2)C(=O)C2=CC1=C(N(C(=N1)C=1N(C3=C(C=CC=C3C1)C=1C=C3CNC(C3=CC1)=O)CC1CC1)C)C(=C2)OC 5-(2-{5-[(1R,4R,7R)-7-Amino-2-azabicyclo[2.2.1]heptan-2-carbonyl]-7-methoxy-1-methyl-1H-1,3-benzodiazol-2-yl}-1-(cyclopropylmethyl)-1H-indol-7-yl)-2,3-dihydro-1H-isoindol-1-on